BrC1=C(C(=O)OC)C=C(C=C1F)NC1=NN(C=C1C(N)=O)[C@@H]1COCC[C@H]1C#N methyl 2-bromo-5-[[4-carbamoyl-1-(trans-4-cyanotetrahydro-2H-pyran-3-yl) pyrazol-3-yl]amino]-3-fluoro-benzoate